N-(3-chloro-2-fluorophenyl)-5-methoxy-6-nitroquinazoline-4-amine ClC=1C(=C(C=CC1)NC1=NC=NC2=CC=C(C(=C12)OC)[N+](=O)[O-])F